9-(2-cyclopropylethoxy)-N-((dimethylamino)methylene)-6-isopropyl-2-oxo-10-(thiazol-2-yl)-6,7-dihydro-2H-pyrido[2,1-a]isoquinoline-3-carboxamide C1(CC1)CCOC=1C=C2CC(N3C(C2=CC1C=1SC=CN1)=CC(C(=C3)C(=O)N=CN(C)C)=O)C(C)C